ClCC(=O)[C@@H]1N(C2CCCCC2C1)C(=O)OC(C)(C)C tert-butyl (2R)-2-(2-chloroacetyl)-octahydroindole-1-carboxylate